ClC1=CC=CC=2C=3N(C(=NC12)NC=1C(N=CC=NC1)=O)N=C(N3)C3=CC=C(C=C3)OC (6R)-6-{[7-chloro-2-(4-methoxyphenyl)[1,2,4]triazolo[1,5-c]quinazolin-5-yl]amino}-1,4-diazepin-5-one